ClC=1C=C(C=C(C1)NS(=O)(=O)C)NC(=O)C1=CN(C(=C1)C)C1=NC=C(C=C1)N1CCOCC1 N-(3-chloro-5-(methylsulfonamido)phenyl)-5-methyl-1-(5-morpholinopyridin-2-yl)-1H-pyrrole-3-carboxamide